4-(1-(3,4-dichlorophenyl)pyrrolidin-3-yl)thiophene-2-carboxylic acid ClC=1C=C(C=CC1Cl)N1CC(CC1)C=1C=C(SC1)C(=O)O